6-bromo-2,2',3',4,5',6'-hexahydro-1H-spiro[isoquinoline-3,4'-pyran]-1-one BrC=1C=C2CC3(CCOCC3)NC(C2=CC1)=O